CN1C(C=CC(=C1)C=1C=NN(C1)C(C)C1=C(C=CC=C1)C)=O 1-methyl-5-(1-(1-(o-tolyl)ethyl)-1H-pyrazol-4-yl)pyridin-2(1H)-one